[N+](=O)([O-])C1=CC=C(C=C1)OC(=O)N1C=NC2=C1C=CC=C2 4-nitrophenyl-1H-benzo[d]imidazole-1-carboxylate